(E)-N'-(4-cyano-1-(2,6-dimethyl-3-((2-(trimethylsilyl)ethoxy)methoxy)phenyl)-1H-imidazol-5-yl)-N,N-dimethylformimidamide C(#N)C=1N=CN(C1/N=C/N(C)C)C1=C(C(=CC=C1C)OCOCC[Si](C)(C)C)C